CC1(CC=C(CCC1)C)C#N 1,4-dimethylcyclohept-3-ene-1-carbonitrile